N1(CCCC1)C(=O)C1=CC(=NC=C1)NC=1SC2=C(N1)C=CC(=C2)C#N 2-((4-(pyrrolidine-1-carbonyl)pyridin-2-yl)amino)benzo[d]-thiazole-6-carbonitrile